FC=1C=2C3=C(C(N(C3=CC1)C=1C=C(C=CC1)C1=C(C=C(C=C1)F)C1=NN=CN1C)=O)C=C(C2)CN2C[C@H](CCC2)C (S)-6-Fluoro-1-(4'-fluoro-2'-(4-methyl-4H-1,2,4-triazol-3-yl)-[1,1'-biphenyl]-3-yl)-4-((3-methylpiperidin-1-yl)methyl)benzo[cd]indol-2(1H)-one